C(C)(C)(C)OC([C@@H](C)N1C(N2C(CC1)=CC(=C2)C2=NC(=NC=C2Cl)NC2CCOCC2)=O)=O (R)-2-(6-(5-chloro-2-((tetrahydro-2H-pyran-4-yl)amino)pyrimidin-4-yl)-1-oxo-3,4-dihydropyrrolo[1,2-c]pyrimidin-2(1H)-yl)propionic acid tert-butyl ester